(Z)-2-(5-(4-hydroxybenzylidene)-2,4-dioxothiazolidin-3-yl)-N-(4-methyl-2-oxo-2H-chromen-7-yl)acetamide OC1=CC=C(\C=C/2\C(N(C(S2)=O)CC(=O)NC2=CC=C3C(=CC(OC3=C2)=O)C)=O)C=C1